2-(2-chlorophenyl)-N-(4-((4-cyanophenoxy)methyl)-3-sulfamylphenyl)acetamide ClC1=C(C=CC=C1)CC(=O)NC1=CC(=C(C=C1)COC1=CC=C(C=C1)C#N)S(N)(=O)=O